CC(C(=O)O)CC(CC(C(=O)O)C)C 2,4,6-Trimethylpimelic acid